1-(6-chloro-2-fluoropyridin-3-yl)cyclopropan-1-ol ClC1=CC=C(C(=N1)F)C1(CC1)O